methyl 5-amino-2-methylbenzoate NC=1C=CC(=C(C(=O)OC)C1)C